COC1=C(C=CC=C1)CN1N=C(C=C1)CO {1-[(2-methoxyphenyl)methyl]-1H-pyrazol-3-yl}methanol